FC1(CCN(CC1)C1=NC2=CC(=C(C=C2C(=N1)NCC1=NC=CC=C1)OC)OCCCN1CCCC1)F 2-(4,4-difluoropiperidin-1-yl)-6-methoxy-N-(pyridin-2-ylmethyl)-7-(3-(pyrrolidin-1-yl)propoxy)quinazolin-4-amine